3-Fluoro-5-[({1-[2-fluoro-4-(trifluoromethoxy)phenyl]cyclopropyl}carbonyl)amino]-2-(1-methyl-1H-indazol-6-yl)benzoic acid FC=1C(=C(C(=O)O)C=C(C1)NC(=O)C1(CC1)C1=C(C=C(C=C1)OC(F)(F)F)F)C1=CC=C2C=NN(C2=C1)C